BrC1=CC2=C(C3=CC=C(C=C3C(=C2C=C1)Br)Br)Br 2,6,9,10-tetrabromoanthracene